C(C)C1(NC(N(C(C1)=O)[C@H]1C[C@H](C2=CC=C(C=C12)C(=O)N[C@H]1[C@@H](C(OC2=CC=CC=C12)(C)C)O)OC)=N)CC (1R,3S)-3-(4,4-diethyl-2-imino-6-oxo-hexahydropyrimidin-1-yl)-N-[(3S,4R)-3-hydroxy-2,2-dimethyl-chroman-4-yl]-1-methoxy-indane-5-carboxamide